5-vinyl-bicyclo[2.2.1]hepta-2-ene C(=C)C1C2C=CC(C1)C2